CN1N=C(C=C1S(=O)(=O)N1CC2(C1)CC(C2)N2CCOCC2)C(F)(F)F 4-(2-((1-methyl-3-(trifluoromethyl)-1H-pyrazol-5-yl)sulfonyl)-2-azaspiro[3.3]hept-6-yl)morpholine